BrC=1C(=C(SC1C#N)C(=O)O)C 4-bromo-5-cyano-3-methylthiophene-2-carboxylic acid